FCC1CN(C1)C(=O)C=1C(=NN2C1NC(=CC2=O)C2=CC=C(C=C2)O[C@H](C(F)(F)F)C2=CC=CC=C2)C2=NC=CN=C2C (S)-3-(3-(Fluoromethyl)azetidine-1-carbonyl)-2-(3-methylpyrazin-2-yl)-5-(4-(2,2,2-trifluoro-1-phenylethoxy)phenyl)pyrazolo[1,5-a]pyrimidin-7(4H)-one